1-(2-fluoro-5-nitrophenyl)-4-(trifluoromethyl)piperidine FC1=C(C=C(C=C1)[N+](=O)[O-])N1CCC(CC1)C(F)(F)F